5-chloro-2-{[(3R)-3-methoxypiperidin-1-yl]methyl}-7,8-dihydro-6H-spiro[[1,3]oxazolo[5,4-f]quinazoline-9,1'-cyclohexan]-7-one ClC=1C=C2C(=C3C1NC(NC31CCCCC1)=O)OC(=N2)CN2C[C@@H](CCC2)OC